C(C)N[C@@H](CCC(=O)O)C(=O)O ethyl-glutamic acid